C(C)OC1=C(N=C(O1)CCC1=CC=C(C=C1)OC)CCC1=CC=CC=C1 5-ethoxy-2-(4-methoxyphenylethyl)-4-phenethyl-oxazole